C(C)(C)(C)OC(=O)N1C2CN(CC1CC2)C=2C1=C(N=CN2)N(C(=C1)I)S(=O)(=O)C1=CC=C(C)C=C1 3-(6-iodo-7-tosyl-7H-pyrrolo[2,3-d]pyrimidin-4-yl)-3,8-diazabicyclo[3.2.1]octane-8-carboxylic acid tert-butyl ester